4-(4-aminophenyl)-3-morpholone NC1=CC=C(C=C1)N1C(COCC1)=O